4-(4-(((3S,4S)-3-fluoropiperidin-4-yl)oxy)-3-methoxyphenyl)-2,7-naphthyridin-1(2H)-one F[C@H]1CNCC[C@@H]1OC1=C(C=C(C=C1)C1=CNC(C2=CN=CC=C12)=O)OC